BrC=1C=C(CC2=NN=CN2C)C=C(C1)Cl 3-(3-bromo-5-chlorobenzyl)-4-methyl-4H-1,2,4-triazole